tertiary heptanol C(C)(C)(CCCC)O